C(C1=CC=CC=C1)SC1=CC(=C(NC2=NC=C(C(=N2)N2CCC(CC2)(O)C)C(F)(F)F)C=C1)F 1-[2-(4-benzylsulfanyl-2-fluoro-anilino)-5-(trifluoromethyl)pyrimidin-4-yl]-4-methyl-piperidin-4-ol